7-(2-Morpholinoethoxy)-4-propyl-8-(1,2,3,4-tetrahydroquinoline-1-carbonyl)-2H-chromen-2-one O1CCN(CC1)CCOC1=CC=C2C(=CC(OC2=C1C(=O)N1CCCC2=CC=CC=C12)=O)CCC